S(=O)(=O)(O)O.C(=CC)C1=C(C=CC=C1)OCCCCCCCCC nonyl propenyl-phenyl ether sulfate